tert-butyl 2-[(3-chloro-4-tetrahydropyran-4-yl-phenyl)methyl]morpholine-4-carboxylate ClC=1C=C(C=CC1C1CCOCC1)CC1CN(CCO1)C(=O)OC(C)(C)C